C(\C=C\C(=O)O)(=O)O.CO[C@H](CN(CCC[C@H](C(C)C)N1CC2(C1)CN(CC2)C=2N=CN=NC2OC2=C(C(=O)N(C(C)C)CC)C=C(C=C2)F)C)COC 2-((5-(2-((R)-6-(((R)-2,3-dimethoxypropyl)(methyl)amino)-2-methylhex-3-yl)-2,6-diazaspiro[3.4]oct-6-yl)-1,2,4-triazin-6-yl)oxy)-N-ethyl-5-fluoro-N-isopropylbenzamide fumarate